2-methyl-3-((1R)-1-((5-methyl-1-(tetrahydro-2H-pyran-3-yl)-2,3-dihydro-1H-pyrrolo[2,3-g]phthalazin-8-yl)amino)ethyl)benzonitrile CC1=C(C#N)C=CC=C1[C@@H](C)NC1=NN=C(C=2C=C3C(=CC12)N(CC3)C3COCCC3)C